NCCNCCNCCO N-(2-aminoethyl)-(2-hydroxyethyl)ethylenediamine